6-carbamoyl-5-chloro-3-hydroxythieno[2,3-b]pyridine-2-carboxylic acid methyl ester COC(=O)C1=C(C=2C(=NC(=C(C2)Cl)C(N)=O)S1)O